NC[C@@H]1N(CCC2=C1C(=NN2C2=CC=C(C=C2)C(C)C)OCC(=O)OC)C(=O)OC(C)(C)C |r| tert-butyl (rac)-4-(aminomethyl)-1-(4-isopropylphenyl)-3-(2-methoxy-2-oxoethoxy)-1,4,6,7-tetrahydro-5H-pyrazolo[4,3-c]pyridine-5-carboxylate